((R)-1-((R)-2-fluoro-2-methyl-3-oxo-3-(((6-Phenylpyridin-2-yl)methyl)amino)propionamido)-2-(p-tolyl)ethyl)boronic acid F[C@@](C(=O)N[C@@H](CC1=CC=C(C=C1)C)B(O)O)(C(NCC1=NC(=CC=C1)C1=CC=CC=C1)=O)C